BrC1=CC(=CC=2N(C(=NC21)CN2CCN(CC2)C2=NC(=CC=C2)OCC2=C(C=C(C=C2)C#N)F)C[C@H]2OCC2)C(=O)OC Methyl (S)-4-bromo-2-((4-(6-((4-cyano-2-fluorobenzyl)oxy)pyridin-2-yl)piperazin-1-yl)methyl)-1-(oxetan-2-ylmethyl)-1H-benzo[d]imidazole-6-carboxylate